1-isocyanato-4-[(2-isocyanatocyclohexyl)methyl]benzene N(=C=O)C1=CC=C(C=C1)CC1C(CCCC1)N=C=O